7-Fluoro-N-methoxy-N-methyl-isoquinoline-4-carboxamide FC1=CC=C2C(=CN=CC2=C1)C(=O)N(C)OC